4-(piperidin-4-yl)pyridin N1CCC(CC1)C1=CC=NC=C1